methyl (S)-2-fluoro-4-nitro-3-((oxetan-2-ylmethyl)amino)benzoate FC1=C(C(=O)OC)C=CC(=C1NC[C@H]1OCC1)[N+](=O)[O-]